S(=O)(OC(F)F)OCCC(F)(F)F (difluoromethyl) (3,3,3-trifluoropropyl) sulfite